C(C)SC1[C@@H](O[C@@H]([C@H]1O)CO)N1C(NC(C=C1)=O)=O 1-((2R,4R,5R)-3-(ethylthio)-4-hydroxy-5-(hydroxymethyl)tetrahydrofuran-2-yl)pyrimidine-2,4(1H,3H)-dione